C(#N)N1CC2=CC=CC(=C2CC1)C1=C2C(=C(NC2=C(C=C1F)C(=O)N)C)C (RS)-4-(2-cyano-1,2,3,4-tetrahydroisoquinolin-5-yl)-5-fluoro-2,3-dimethyl-1H-indole-7-carboxamide